2-[3-(1H-tetrazol-5-yl)-phenylmethylsulfanyl]-6-trifluoromethyl-3H-pyrimidin-4-one N1N=NN=C1C=1C=C(C=CC1)CSC1=NC(=CC(N1)=O)C(F)(F)F